C(C(C([2H])([2H])[2H])(C1=CC(=CC(=C1)C(C([2H])([2H])[2H])(C([2H])([2H])[2H])[2H])C(C([2H])([2H])[2H])(C([2H])([2H])[2H])[2H])[2H])([2H])([2H])[2H] 1,3,5-tris(prop-2-yl-d7)benzene